1-[2-(4-chloro-3-methylphenyl)-7,7-dimethyl-3-(pyridin-4-yl)-6,7-dihydropyrazolo[1,5-a]pyrazin-5(4H)-yl]prop-2-en-1-one ClC1=C(C=C(C=C1)C1=NN2C(CN(CC2(C)C)C(C=C)=O)=C1C1=CC=NC=C1)C